CN1N=C(C=C1)C(O)C1=NC=CC=C1 1-methyl-1H-pyrazol-3-ylpyridin-2-ylmethanol